2-(4-(2-(4-methylbenzyl)-2H-tetrazol-5-yl)phenylsulfonylamino)acetamide CC1=CC=C(CN2N=C(N=N2)C2=CC=C(C=C2)S(=O)(=O)NCC(=O)N)C=C1